C(C1=CC=CC=C1)N1N=C(C(N(C1=O)CC1=C(C=CC=C1)Br)=O)C1=CC=CC=C1 2-benzyl-4-(2-bromobenzyl)-6-phenyl-1,2,4-triazine-3,5(2H,4H)-dione